N-[2-(2-chlorophenyl)-3,4-dihydro-2H-1,4-benzoxazin-7-yl]-N'-[(pyridin-4-yl)methyl]urea ClC1=C(C=CC=C1)C1OC2=C(NC1)C=CC(=C2)NC(=O)NCC2=CC=NC=C2